2,2'-Methylenebis(4,6-di-tert-butylphenyl) phosphate sodium [Na+].P1(=O)(OC2=C(C=C(C=C2C(C)(C)C)C(C)(C)C)CC2=C(C(=CC(=C2)C(C)(C)C)C(C)(C)C)O1)[O-]